ethyl 1-(4-chlorophenyl)-2-methyl-4-(trifluoromethyl)-1H-imidazole-5-carboxylate ClC1=CC=C(C=C1)N1C(=NC(=C1C(=O)OCC)C(F)(F)F)C